2-ethyltetradecyl 3,4-dihydroxyphenylacetate OC=1C=C(C=CC1O)CC(=O)OCC(CCCCCCCCCCCC)CC